5-amino-2,4,6-triiodo-1,3-benzenedicarboxylic acid NC=1C(=C(C(=C(C1I)C(=O)O)I)C(=O)O)I